FC1=C(CC2=NC=CC=3C(=C(C=CC23)C)N)C=CC=C1 1-(2-fluorobenzyl)-6-methylisoquinolin-5-amine